C(C)(C)(C)C=1C=C(C=C(C1O)C(C)(C)C)C(C)(C)C1=CC(=C(C(=C1)C(C)(C)C)O)C(C)(C)C 2,2-bis-(3,5-di-tert-butyl-4-hydroxyphenyl)propane